CC=1C=C(SC1C1(OCCO1)C)/C=C/C(=O)OC methyl (E)-3-[4-methyl-5-(2-methyl-1,3-dioxolan-2-yl)thiophen-2-yl]acrylate